(R)-2-cyclopentyl-8-fluoro-N-((1-isopropylpyrrolidin-2-yl)methyl)-10-methyl-1-oxo-1,2-dihydropyrazino[1,2-a]indole-4-carboxamide C1(CCCC1)N1C(C=2N(C=3C=CC(=CC3C2C)F)C(=C1)C(=O)NC[C@@H]1N(CCC1)C(C)C)=O